(Z)-2-cyano-3-cyclopropylacrylic acid C(#N)/C(/C(=O)O)=C/C1CC1